C(C)(=O)NNC(=O)N[C@H](C(=O)OC)C(C)(C)C methyl (S)-2-(2-acetylhydrazine-1-carboxamido)-3,3-dimethylbutanoate